diethyl 3-hydroxycyclopentane-1,1-dicarboxylate OC1CC(CC1)(C(=O)OCC)C(=O)OCC